FC1=CC=C(C=C1)CC[C@@H](C)N (R)-4-(4-fluorophenyl)butane-2-amine